(S)-N-(1-amino-3-hydroxy-2-methyl-1-oxopropan-2-yl)-2-methyl-5-(piperidin-1-ylmethyl)benzofuran-3-carboxamide NC([C@@](CO)(C)NC(=O)C1=C(OC2=C1C=C(C=C2)CN2CCCCC2)C)=O